N-[(1S)-1-cyclohexyl-2-[4-(3,5-dimethyl-1H-pyrazol-4-yl)anilino]-2-oxo-ethyl]-3-methyl-isoxazole-4-carboxamide C1(CCCCC1)[C@@H](C(=O)NC1=CC=C(C=C1)C=1C(=NNC1C)C)NC(=O)C=1C(=NOC1)C